diphenyl-tin C1(=CC=CC=C1)[Sn]C1=CC=CC=C1